BrC1=CC(=C(C=C1F)CC=1C=2N(C=C(N1)C#N)C=CN2)C 8-[(4-bromo-5-fluoro-2-methylphenyl)methyl]imidazo[1,2-a]pyrazine-6-carbonitrile